OP(O)(=O)OP(=O)(O)O.OCCC=C(C(=O)O)C ((2-hydroxyethyl)methacrylic acid) diphosphate